S1C(=CC(=C1)C(=O)O)C(=O)O.NC1=NN(C=C1CO)CC1=CC=C(C=C1)OC {3-Amino-1-[(4-methoxyphenyl)methyl]-1H-pyrazol-4-yl}methanol thiophene-2,4-dicarboxylate